methyl(4-methylpiperazin-2-yl)benzoic acid CC=1C(=C(C(=O)O)C=CC1)C1NCCN(C1)C